C(CCCCCCCCCCC)C1=C(C(=CC=C1)O)O 3-dodecylbenzene-1,2-diol